OCCN1C(OCC1)=O N-(2-hydroxyethyl)-2-oxazolidinone